COCCN(C(OC(C)(C)C)=O)CC1CCNCC1 tert-butyl (2-methoxyethyl)(piperidin-4-ylmethyl)carbamate